FC1=C(C=C(C(=C1)[N+](=O)[O-])C=O)NC(OC(C)(C)C)=O tert-butyl (2-fluoro-5-formyl-4-nitrophenyl)carbamate